3-methylpyrido[3,4-e]benzopyridin-2-amine CC1=C(N=C2C3(C1)C(=CC=C2)C=CN=C3)N